[Ru].CC1=C(C(=CC(=C1)C)C)C1(C(C(=C(C(=C1)Cl)Cl)C1=C(C=C(C=C1C)C)C)=C1NCCN1)C=C1C(CCCC1)P(C1CCCCC1)C1CCCCC1 1,3-bis-(2,4,6-trimethylphenyl)-2-(imidazolidinylidene)(dichlorophenylmethylene)(tricyclohexylphosphine) ruthenium